2-((Benzo[d]oxazol-6-ylmethyl)(1-(3-fluoropyridin-2-yl)ethyl)amino)-2-oxoacetic acid methyl ester COC(C(=O)N(C(C)C1=NC=CC=C1F)CC1=CC2=C(N=CO2)C=C1)=O